1-((2-(2,4-bis(benzyloxy)-5-isopropylbenzoyl)isoindolin-5-yl)methyl)piperidine-4-carboxylic acid C(C1=CC=CC=C1)OC1=C(C(=O)N2CC3=CC=C(C=C3C2)CN2CCC(CC2)C(=O)O)C=C(C(=C1)OCC1=CC=CC=C1)C(C)C